[Li].[Mn].[Fe].[Ni] nickel-iron-manganese lithium